The molecule is a benzenesulfonate that is the conjugate base of p-azobenzenesulfonic acid. It is a conjugate base of a p-azobenzenesulfonic acid. C1=CC=C(C=C1)N=NC2=CC=C(C=C2)S(=O)(=O)[O-]